C(C)(C)(C)OC(=O)N1CCN(CC1)C=1C=C2C(=CC=NC2=CC1)C(NCC(=O)N1[C@@H](CC(C1)(F)F)C#N)=O (S)-4-(4-((2-(2-cyano-4,4-difluoropyrrolidin-1-yl)-2-oxoethyl)carbamoyl)quinolin-6-yl)piperazine-1-carboxylic acid tert-butyl ester